6-chloro-8-(difluoromethylsulfonyl)quinazolin-4-ol ClC=1C=C2C(=NC=NC2=C(C1)S(=O)(=O)C(F)F)O